OC1CCC(CC1)NC1=NC(=NC=C1C#N)NC1CCC(CC1)OC 4-((1s,4s)-4-hydroxycyclohexylamino)-2-((1r,4r)-4-methoxycyclohexylamino)pyrimidine-5-carbonitrile